ClC1=NC=C(C2=C1N=C(NC2=O)C)C#N 8-chloro-2-methyl-4-oxo-3,4-dihydropyrido[3,4-d]pyrimidine-5-carbonitrile